FC(CN1C(=NC=2C1=NC(=CC2)C=2C=CN1N=C(N=CC12)N[C@@H]1CC[C@@H](CC1)OC(F)(F)F)C)F 5-(3-(2,2-difluoroethyl)-2-methyl-3H-imidazo[4,5-b]pyridin-5-yl)-N-(cis-4-(trifluoromethoxy)cyclohexyl)pyrrolo[2,1-f][1,2,4]triazin-2-amine